FC=1C=2C(N=C3N(C2C=CC1)C1=CC(=CC=C1C31CCCCC1)C1CCNCC1)=O 4'-fluoro-10'-(piperidin-4-yl)-5'H-spiro[cyclohexane-1,7'-indolo[1,2-a]quinazolin]-5'-one